[C@@H]1([C@@H](CCCC1)N)N |r| rac-(1R,2R)-cyclohexane-1,2-diamine